CC=1N=C2N(C=CC=3[C@@H]([C@@H]([C@H](NC23)C2=CC=CC=C2)O)OC)C1C (7S,8R,9R)-2,3-Dimethyl-8-hydroxy-7-methoxy-9-phenyl-7,8,9,10-tetrahydro-imidazo[1,2-h][1,7]naphthyridine